diethylsilyl-bis(methylcyclopentadienyl)zirconium dibromide [Br-].[Br-].C(C)[SiH](CC)[Zr+2](C1(C=CC=C1)C)C1(C=CC=C1)C